hexane-3,4-diyldicarbamate CCC(C(CC)NC([O-])=O)NC([O-])=O